4-[[3-(2,3-difluoro-4-methoxy-phenyl)imidazo[1,2-a]pyrazin-8-yl]amino]-2-methyl-N-[3-(3-oxopiperazin-1-yl)propyl]benzamide FC1=C(C=CC(=C1F)OC)C1=CN=C2N1C=CN=C2NC2=CC(=C(C(=O)NCCCN1CC(NCC1)=O)C=C2)C